OC[C@H]1OCCCN(C1)C(=O)OC(C)(C)C tert-butyl (2S)-2-(hydroxymethyl)-1,4-oxaazepane-4-carboxylate